C(C)(=O)[O-].C(C)(=O)[O-].[I+2].C1=CC=CC=C1 benzene iodine diacetate